N1(N=CC=C1)C=1C=NC2=CC=C(C=C2N1)C(=O)C=1C=C(C=CC1)NC(=O)NC1=CC(=C(C=C1)Cl)F 1-(3-(3-(1H-pyrazol-1-yl)quinoxaline-6-carbonyl)phenyl)-3-(4-chloro-3-fluorophenyl)urea